The molecule is a racemate comprising equimolar amounts of (R)- and (S)-tosufloxacin tosylate. It has a role as an antimicrobial agent, an antiinfective agent, a DNA synthesis inhibitor, a hepatotoxic agent and a topoisomerase IV inhibitor. It contains a tosufloxacin(1+), a (S)-tosufloxacin tosylate and a (R)-tosufloxacin tosylate. CC1=CC=C(C=C1)S(=O)(=O)O.C1CN(CC1N)C2=C(C=C3C(=O)C(=CN(C3=N2)C4=C(C=C(C=C4)F)F)C(=O)O)F